4-(4-methoxy-3-methylphenyl)-3-methyl-1-(5-(methylsulfonyl)pyridin-2-yl)-1H-pyrazol-5-ol COC1=C(C=C(C=C1)C=1C(=NN(C1O)C1=NC=C(C=C1)S(=O)(=O)C)C)C